4-(3-fluoro-5-((2-methylpyrimidin-5-yl)methoxy)phenoxy)benzamide FC=1C=C(OC2=CC=C(C(=O)N)C=C2)C=C(C1)OCC=1C=NC(=NC1)C